FC1=C(C=CC=C1F)CN1C(CCC1=O)CC(=O)N(CC(=O)OC)C methyl 2-[[2-[1-[(2,3-difluorophenyl)methyl]-5-oxopyrrolidin-2-yl]acetyl]-methylamino]acetat